O1CCN(CCC1)C1=C(C=C(C(=O)NC2=C(C=C(C=C2)F)CC(=O)O)C=C1)NC(=O)C1=NN(C2=CC=CC=C12)CC(F)(F)F 2-(2-(4-(1,4-oxazepan-4-yl)-3-(1-(2,2,2-trifluoroethyl)-1H-indazole-3-carboxamido)benzamido)-5-fluorophenyl)acetic acid